C(C1=CC=CC=C1)OC1=CC=C(C(=C1C=O)F)C=1C(=NC(=NC1)NC1=C(C=C(C=C1)N1CCC(CC1)N1CCN(CC1)C)OC)NC1=CC=CC=C1 6-(benzyloxy)-2-fluoro-3-(2-((2-methoxy-4-(4-(4-methylpiperazin-1-yl)piperidin-1-yl)phenyl)amino)-4-(phenylamino)pyrimidin-5-yl)benzaldehyde